C(C)(C)(C)OC(=O)N1C[C@@H]2COC3=C(C(N2CC1)=O)C=CC(=C3C)Br (12AR)-9-bromo-10-methyl-6-oxo-3,4,12,12a-tetrahydro-6H-pyrazino[2,1-c][1,4]benzoxazepine-2(1H)-carboxylic acid tert-butyl ester